C(C)C1=C(C=C(C=C1)C(=O)OC)S(=O)(=O)NC1=C(C=CC(=C1)C(F)(F)F)C1CN(CC1)C(=O)OC(C)(C)C tert-butyl 3-(2-(2-ethyl-5-(methoxycarbonyl)phenylsulfonamido)-4-(trifluoromethyl)phenyl)pyrrolidine-1-carboxylate